BrC1=C(C=C(C2=CC=CC=C12)Cl)F 1-bromo-2-fluoro-4-chloronaphthalene